4-(7-(3-(2,3-dihydrobenzo[b][1,4]dioxin-6-yl)-2-methylphenyl)imidazo[1,2-a]pyridin-3-yl)-2,6-dimethoxybenzaldehyde O1C2=C(OCC1)C=C(C=C2)C=2C(=C(C=CC2)C2=CC=1N(C=C2)C(=CN1)C1=CC(=C(C=O)C(=C1)OC)OC)C